BrC1=CC=C2C(=N1)N(C(=C2)C2=NC1=C(N2C2CC2)C=C(C(=C1)C(=O)OC)F)COCC[Si](C)(C)C methyl 2-(6-bromo-1-((2-(trimethylsilyl)ethoxy)methyl)-1H-pyrrolo[2,3-b]pyridin-2-yl)-1-cyclopropyl-6-fluoro-1H-benzo[d]imidazole-5-carboxylate